2-(2,6-dioxopiperidin-3-yl)-5-(4-fluoro-1-(4-fluorobenzyl)piperidin-4-yl)isoindoline-1,3-dione O=C1NC(CCC1N1C(C2=CC=C(C=C2C1=O)C1(CCN(CC1)CC1=CC=C(C=C1)F)F)=O)=O